C(C)(C)(C)OC(=O)N1CC(C1)N1N=C2C=CC(=CC2=C1COC1=C(C=CC=C1)CC(=O)OCC)Br 3-(5-bromo-3-((2-(2-ethoxy-2-oxoethyl)phenoxy)methyl)-2H-indazol-2-yl)azetidine-1-carboxylic acid tert-butyl ester